tert-butyl (3-(1,1,2-trifluoro-1-(4-methyl-4H-1,2,4-triazol-3-yl)propan-2-yl)phenyl)carbamate FC(C(C)(F)C=1C=C(C=CC1)NC(OC(C)(C)C)=O)(C1=NN=CN1C)F